(2S,5R)-N-{[(2S,4R)-4-(Aziridin-1-ylmethyl)-pyrrolidin-2-yl]methyloxy}-7-oxo-6-(sulfooxy)-1,6-diazabicyclo[3.2.1]octane-2-carboxamide N1(CC1)C[C@@H]1C[C@H](NC1)CONC(=O)[C@H]1N2C(N([C@H](CC1)C2)OS(=O)(=O)O)=O